FC1=C(C(=CC2=CC=C(C=C12)OCCN1CCCCC1)O)N1CC(NS1(=O)=O)=O 5-{1-fluoro-3-hydroxy-7-[2-(piperidin-1-yl)ethoxy]naphthalen-2-yl}-1λ6,2,5-thiadiazolidine-1,1,3-trione